O1C(=NN=C1)C1CCC(CC1)N1N=C2C=C(C(=CC2=C1)C(=O)O)OC 2-((1r,4r)-4-(1,3,4-Oxadiazol-2-yl)cyclohexyl)-6-methoxy-2H-indazole-5-carboxylic acid